(E)-N-(2-methoxy-5-(4-(4-(4-oxopent-2-enoyl)piperazin-1-yl)pyrido[3,2-d]pyrimidin-6-yl)pyridin-3-yl)-2,4-dimethylthiazole-5-sulfonamide COC1=NC=C(C=C1NS(=O)(=O)C1=C(N=C(S1)C)C)C=1C=CC=2N=CN=C(C2N1)N1CCN(CC1)C(\C=C\C(C)=O)=O